Natrium-Kalium tartrat C(=O)([O-])C(O)C(O)C(=O)[O-].[K+].[Na+]